1-(5-(benzyloxy)-6-methoxy-1H-indol-3-yl)-2-chloroethan-1-one C(C1=CC=CC=C1)OC=1C=C2C(=CNC2=CC1OC)C(CCl)=O